N1C=CC2=CC(=CC=C12)NC1=NC=C(C(=N1)C1=CNC2=C(C=CC=C12)NC([C@@H](COC)N1CCN(CC1)C)=O)F (R)-N-(3-(2-((1H-indol-5-yl)amino)-5-fluoropyrimidin-4-yl)-1H-indol-7-yl)-3-methoxy-2-(4-methylpiperazin-1-yl)propanamide